C1(CC1)N1C(=NC2=C1C=C(C(=C2)NC=2SC(=NN2)C2=CC(=CC(=C2)C(F)(F)F)C(F)(F)F)F)C2=CC=C(C=C2)F N-(1-cyclopropyl-6-fluoro-2-(4-fluorophenyl)-5-benzimidazolyl)-5-(3,5-bistrifluoromethylphenyl)-1,3,4-thiadiazol-2-amine